C(C)OC=1C=CC(=C(C1)N1C(SCC1=O)=N)C(C)C 3-(5-ethoxy-2-isopropylphenyl)-2-iminothiazolidin-4-one